potassium tris(difluoromalonate) phosphate P(=O)([O-])(O)O.FC(C(=O)O)(C(=O)O)F.FC(C(=O)O)(C(=O)O)F.FC(C(=O)O)(C(=O)O)F.[K+]